2-Ethylbutyl ((S)-(((2R,3S,5R)-5-(6-amino-2-fluoro-9H-purin-9-yl)-2-ethynyl-3-(((nonyloxy)carbonyl)oxy)tetrahydro-furan-2-yl)methoxy)(phenoxy)phosphoryl)-L-alaninate NC1=C2N=CN(C2=NC(=N1)F)[C@H]1C[C@@H]([C@@](O1)(C#C)CO[P@](=O)(OC1=CC=CC=C1)N[C@@H](C)C(=O)OCC(CC)CC)OC(=O)OCCCCCCCCC